methionyl alcohol N[C@@H](CCSC)C(=O)O